N-(3-fluoro-4-((2-(5-((3-fluoroazetidin-1-yl)methyl)pyridin-2-yl)thieno[3,2-b]pyridine-7-yl)oxy)phenyl)-5-(4-fluorophenyl)-6-oxo-2,3,5,6-tetrahydrofuro[3,2-c]pyridine-7-carboxamide FC=1C=C(C=CC1OC1=C2C(=NC=C1)C=C(S2)C2=NC=C(C=C2)CN2CC(C2)F)NC(=O)C2=C1C(=CN(C2=O)C2=CC=C(C=C2)F)CCO1